8-((6,7-dihydroxyheptyl)(2-hydroxyethyl)amino)octanoic acid-heptadec-9-yl ester CCCCCCCCC(CCCCCCCC)OC(CCCCCCCN(CCO)CCCCCC(CO)O)=O